C1=CC(=CC(=C1)OC[C@H](CO)O)C(=O)C2=C(N(N=C2)C3=CC=C(C=C3)F)N The molecule is an organofluorine compound that is 4-benzoylpyrazole in which the phenyl is substituted at position 3 by a (2,3-dihydroxypropyl)oxy group and in which the pyrazole moiety is substituted at positions 1 and 5 by a 4-fluorophenyl group and an amino group, respectively. It has a role as a protein kinase inhibitor. It is a benzoylpyrazole, an organofluorine compound, a primary amino compound and a member of propane-1,2-diols. It derives from a monofluorobenzene and a 4-benzoylpyrazole.